4-(4-(2-oxo-1,2,3,4-tetrahydroquinolin-6-yl)phenyl)-N-(pyridin-3-yl)butanamide O=C1NC2=CC=C(C=C2CC1)C1=CC=C(C=C1)CCCC(=O)NC=1C=NC=CC1